3-fluoro-5-((5-hydroxy-1-(trifluoromethyl)-5,6-dihydrospiro[cyclopenta[c]pyridine-7,2'-[1,3]dioxolan]-4-yl)oxy)benzonitrile FC=1C=C(C#N)C=C(C1)OC=1C2=C(C(=NC1)C(F)(F)F)C1(OCCO1)CC2O